N-(6-METHOXY-1-METHYL-1H-INDAZOL-7-YL)-6-(2-METHYLTHIAZOL-5-YL)PYRIDINE-3-SULFONAMIDE COC1=CC=C2C=NN(C2=C1NS(=O)(=O)C=1C=NC(=CC1)C1=CN=C(S1)C)C